3-(2-methylpyrimidin-5-yl)-1H-pyrrolo[2,3-b]pyridin CC1=NC=C(C=N1)C1=CNC2=NC=CC=C21